[P@](OCC1C2=CC=CC=C2C=2C=CC=CC12)(O[C@H](C)C1=[NH+]C=CC(=C1)OCCC)([O-])=S O-((9H-fluoren-9-yl)methyl) O-((R)-1-(4-propoxypyridin-1-ium-2-yl)ethyl) (S)-phosphorothioate